CC1=NC(=CC(=C1)N)C 2,6-dimethylpyridin-4-amine